3-bromo-1-(3-chloropyridin-2-yl)-4,5-dihydro-1H-pyrazole-5-carboxylic acid isopropyl ester C(C)(C)OC(=O)C1CC(=NN1C1=NC=CC=C1Cl)Br